2-(4-chloro-3-(trifluoromethoxy)phenyl)acetic acid ClC1=C(C=C(C=C1)CC(=O)O)OC(F)(F)F